5-amino-1-methyl-pyridin-2-one NC=1C=CC(N(C1)C)=O